C(CCCCCCCCCCCCCCCCC)CN([O-])C Stearyl-dimethylaminoxid